N-((1R,2S)-2-Acrylamidocyclohexyl)-5-(6-isopropoxy-2-methylpyridin-3-yl)-4-oxo-4,5-dihydro-3H-1-thia-3,5,8-triazaacenaphthylene-2-carboxamide C(C=C)(=O)N[C@@H]1[C@@H](CCCC1)NC(=O)C=1SC=2N=CC=C3N(C(NC1C23)=O)C=2C(=NC(=CC2)OC(C)C)C